1-ethyl-6-((E)-2-methoxyvinyl)-3-(2-((S)-2-methylazetidin-1-yl)-6-(trifluoromethyl)pyrimidin-4-yl)-3-azabicyclo[3.1.0]hexane C(C)C12CN(CC2C1\C=C\OC)C1=NC(=NC(=C1)C(F)(F)F)N1[C@H](CC1)C